C(C)[C@@H]1N(C[C@H](N(C1)C(C)C1=CC2=C(OC(CO2)(C)C)C=C1F)CC)C=1C=2C(N(C(C1)=O)C)=CN(N2)CC#N 2-(7-((2S,5R)-2,5-diethyl-4-(1-(7-fluoro-2,2-dimethyl-2,3-dihydrobenzo[b][1,4]dioxin-6-yl)ethyl)piperazin-1-yl)-4-methyl-5-oxo-4,5-dihydro-2H-pyrazolo[4,3-b]pyridin-2-yl)acetonitrile